COC(CCCCCNC(=O)OC(C)(C)C)=O 6-((t-butoxycarbonyl)amino)hexanoic acid methyl ester